NC1=C(C(=C(C(=O)OC)C=C1C1=CC(=NC=C1)F)F)C(=C)C methyl 4-amino-2-fluoro-5-(2-fluoropyridin-4-yl)-3-(prop-1-en-2-yl)-benzoate